S1C=NC=C1C=1C=C(N)C=CC1 3-(1,3-thiazol-5-yl)aniline